N1CCC(CC1)C1CN(C1)C(C)=O 1-(3-piperidin-4-yl-azetidin-1-yl)-ethanone